CC(CO)(CO)C=1SC=CN1 2-methyl-2-(thiazol-2-yl)propane-1,3-diol